FC=1C(=NC(=NC1)N1CCC(CC1)C(=O)O)OC 1-(5-fluoro-4-methoxy-pyrimidin-2-yl)piperidine-4-carboxylic acid